ClC1=CC=C(C=C1)C12C(N(C(C2C1)=C)C1=CC(=CC=C1)OC)=O 1-(4-chlorophenyl)-3-(3-methoxyphenyl)-4-methylene-3-azabicyclo[3.1.0]hexan-2-one